CC1=C(C(=O)C=2C(=C(C=CC2)P([O-])([O-])=O)CC)C(=CC(=C1)C)C (2,4,6-trimethylbenzoyl)-ethylphenylphosphonate